C1=CC(=CC=C1/C=C/C(=O)O)OS(=O)(=O)O The molecule is an aryl sulfate that is (2E)-3-phenylprop-2-enoic acid which is substituted by a sulfooxy group at position 4. It is produced by the seagrass Zostera marina and has very promising antifouling potential against several micro- and macrofouling organisms. It has a role as an antifouling biocide and a plant metabolite. It is an aryl sulfate and a member of cinnamic acids.